N-methylbenzo[d]Azole-2-carboxamide CNC(=O)C=1NC2=C(C1)C=CC=C2